(1'R,2'R)-N-benzyl-2,6-dihydroxy-5'-methyl-4-pentyl-2'-(prop-1-en-2-yl)-1',2',3',4'-tetrahydro-[1,1'-biphenyl]-3-sulfonamide C(C1=CC=CC=C1)NS(=O)(=O)C=1C(=C(C(=CC1CCCCC)O)[C@H]1[C@@H](CCC(=C1)C)C(=C)C)O